CCCCCC (2s,3s,4s,5s)-hexane